1,4-dihydroxyl-5-methylanthracene-9,10-dione OC1=CC=C(C=2C(C3=C(C=CC=C3C(C12)=O)C)=O)O